ClCCCCCCOCCOCCNC(=O)C1=CC=C2C(OC3(C2=C1)C1=CC=C(C=C1C(C=1C=C(C=CC13)N(C1=CC=CC=C1)C)(C)C)N(C1=CC=CC=C1)C)=O N-(2-(2-((6-Chlorohexyl)oxy)ethoxy)ethyl)-10,10-dimethyl-3,6-bis(methyl(phenyl)amino)-3'-oxo-3'H,10H-spiro[anthracene-9,1'-isobenzofuran]-6'-carboxamide